tert-butyl (R)-3,4-dichloro-1-fluoro-12-oxo-6a,7,9,10-tetrahydro-12H-pyrazino[2,1-c]pyrido[3,4-f][1,4]oxazepine-8(6H)-carboxylate ClC1=C(C2=C(C(N3[C@@H](CO2)CN(CC3)C(=O)OC(C)(C)C)=O)C(=N1)F)Cl